4-(furan-2-yl)-5-(2-iodo-6-nitrophenyl)-2-oxo-2H-pyran-6-carboxylic acid tert-butyl ester C(C)(C)(C)OC(=O)C1=C(C(=CC(O1)=O)C=1OC=CC1)C1=C(C=CC=C1[N+](=O)[O-])I